5-((2-(difluoromethoxy)pyridin-3-yl)methoxy)-N-(3,3-difluoropiperidin-4-yl)-2-methylbenzofuran-3-carboxamide FC(OC1=NC=CC=C1COC=1C=CC2=C(C(=C(O2)C)C(=O)NC2C(CNCC2)(F)F)C1)F